FC=1C=C(C=CC1CN1C(=NC=C1)C)C1=C(SC(=C1)CC(C)C)S(=O)(=O)NC(NC(C)C1=NC=CC=C1)=O 3-(3-{3-fluoro-4-[(2-methyl-1H-imidazol-1-yl)methyl]phenyl}-5-isobutyl-2-thienylsulfonyl)-1-[1-(2-pyridyl)ethyl]urea